NC1=CC(=C(C=C1)N1CCC(CC1)CN(C1CCC(CC1)NC(OC(C)(C)C)=O)C)F tert-butyl ((1r,4r)-4-(((1-(4-amino-2-fluorophenyl)piperidin-4-yl)methyl)(methyl)amino)cyclohexyl)carbamate